6-(2,2-dimethylindolin-5-yl)-5-[4-[(3S)-1-(3-fluoropropyl)pyrrolidin-3-yl]oxyphenyl]-8,9-dihydro-7H-benzo[7]annulen-2-ol CC1(NC2=CC=C(C=C2C1)C1=C(C2=C(CCC1)C=C(C=C2)O)C2=CC=C(C=C2)O[C@@H]2CN(CC2)CCCF)C